1-(2,6-diisopropylphenyl)-4,5-dimethyl-3-(2,4,6-trimethylbenzyl)-imidazol C(C)(C)C1=C(C(=CC=C1)C(C)C)N1CN(C(=C1C)C)CC1=C(C=C(C=C1C)C)C